(E)-methyl-3-methyl-4-oxo-2-butenoate COC(\C=C(\C=O)/C)=O